6-(3-amino-5-fluoro-6-(3-((4-methoxypiperidin-1-yl)methyl)-4-morpholinophenyl)pyrazin-2-yl)-3,4-dihydroisoquinolin-1(2H)-one NC=1C(=NC(=C(N1)F)C1=CC(=C(C=C1)N1CCOCC1)CN1CCC(CC1)OC)C=1C=C2CCNC(C2=CC1)=O